ClC1=NC(=CC(=N1)N1C(COCC1)(C)CO)Cl (4-(2,6-Dichloropyrimidin-4-yl)-3-methyl-morpholin-3-yl)methanol